1-(4-hydroxyphenyl)-7-(4-hydroxy-3-methoxyphenyl)-1,4,6-heptatrien-3-one OC1=CC=C(C=C1)C=CC(C=CC=CC1=CC(=C(C=C1)O)OC)=O